C(C)(C)(C)[Si](OCC1OC1)(C)C tert-butyldimethyl-(oxiran-2-ylmethoxy)silane